F[P-](F)(F)(F)(F)F.F[P-](F)(F)(F)(F)F.N1(CCCC1)[PH+](N1CCCC1)N1CCCC1.N1(CCCC1)[PH+](N1CCCC1)N1CCCC1 tripyrrolidinophosphonium hexafluorophosphate hexafluorophosphate